FC=1C=C(C=C(C1CN1C(OCC=2C=NC=3N=C(C=CC3C21)OC)=O)F)P(OCC)(OCC)=O diethyl (3,5-difluoro-4-((8-methoxy-2-oxo-2H-[1,3]oxazino[5,4-c][1,8]naphthyridin-1(4H)-yl)methyl)phenyl)phosphonate